OC1=C(C=C(C=C1)C)N1N=C2C(=C1)C(N(C2=O)C2CCC(CC2)OC)C2=CC=C(C=C2)C(F)(F)F (2-hydroxy-5-methylphenyl)-5-((1r,4r)-4-methoxycyclohexyl)-4-(4-(trifluoromethyl)phenyl)-4,5-dihydropyrrolo[3,4-c]pyrazol-6(2H)-one